Fmoc-D-Cysteine C(=O)(OCC1C2=CC=CC=C2C2=CC=CC=C12)N[C@H](CS)C(=O)O